phenylenediaminium, hexafluoroantimonate salt F[Sb-](F)(F)(F)(F)F.C1(=C(C=CC=C1)[NH3+])[NH3+].F[Sb-](F)(F)(F)(F)F